[C@@H]1(CCC12OCCO2)N2N=CC(=C2)C=2C(=C(C=CC2)NC2=CC(=NC=C2C(=O)N)NC(=O)[C@H]2C(C2)(F)F)OC 4-((3-(1-((S)-5,8-dioxaspiro[3.4]octan-1-yl)-1H-pyrazol-4-yl)-2-methoxyphenyl)amino)-6-((S)-2,2-difluorocyclopropane-1-carboxamido)nicotinamide